COC=1C=C(C=CC1C)NC(=O)C1CCC(CC1)N1C(C2=CC=CC(=C2C1)C(=C)C)=O (1s,4s)-N-(3-methoxy-4-methylphenyl)-4-(1-oxo-4-(prop-1-en-2-yl)isoindolin-2-yl)cyclohexanecarboxamide